(S)-tert-butyl 3-(2-((7-(8-chloronaphthalen-1-yl)-2-((1-methylpyrrolidin-2-yl)methoxy)-5,6,7,8-tetrahydropyrido[3,4-d]pyrimidin-4-yl)(methyl)amino)ethyl)azetidine-1-carboxylate ClC=1C=CC=C2C=CC=C(C12)N1CC=2N=C(N=C(C2CC1)N(CCC1CN(C1)C(=O)OC(C)(C)C)C)OC[C@H]1N(CCC1)C